C(=NC([O-])=O)=NC([O-])=O methanediylidenedicarbamate